BrC=1C(=C(C2=C(N=CS2)C1)C)N 5-bromo-7-methyl-1,3-benzothiazol-6-amine